(RS)-cysteine N[C@@H](CS)C(=O)O |r|